5-tert-Butyl 3-ethyl 2-(2-bromoethyl)-2,4,6,7-tetrahydro-5H-pyrazolo[4,3-c]pyridine-3,5-dicarboxylate BrCCN1N=C2C(CN(CC2)C(=O)OC(C)(C)C)=C1C(=O)OCC